IC.CN(CCCN=C=NCC)C 1-[3-(dimethylamino)propyl]-3-ethylcarbodiimide-iodomethane salt